5-bromo-6-methoxy-3-methylbenzo[d]oxazol-2(3H)-one BrC=1C(=CC2=C(N(C(O2)=O)C)C1)OC